3-amino-6-chloro-4-(7-chloro-1H-indazol-4-yl)-2-oxo-1H-quinoline-8-carbonitrile NC=1C(NC2=C(C=C(C=C2C1C1=C2C=NNC2=C(C=C1)Cl)Cl)C#N)=O